(2,4-di-tert-butylphenyl)-biphenylenediphosphonite C(C)(C)(C)C1=C(C=CC(=C1)C(C)(C)C)OP([O-])C=1C(=CC=C2C3=CC=CC=C3C12)P([O-])[O-]